C(C=C)N1C=[N+](C=C1)C=C 1-allyl-3-vinyl-imidazolium